CS(=O)(=O)C1=CC=C(C(=O)N)C=C1 4-Methylsulfonylbenzamide